BrC=1C(=CC2=C(OCC(N2CCOC)=O)C1)OC 7-bromo-6-methoxy-4-(2-methoxyethyl)-2H-benzo[b][1,4]oxazin-3(4H)-one